N-(1''-(5-formylthiophene-3-carbonyl)dispiro[cyclopropane-1,1'-cyclohexane-4',3''-indolin]-5''-yl)methanesulfonamide C(=O)C1=CC(=CS1)C(=O)N1CC2(C3=CC(=CC=C13)NS(=O)(=O)C)CCC1(CC2)CC1